1-[2-[2-methyl-5-(2,2,2-trifluoroethyl)-1,2,4-triazol-3-yl]-1-oxido-pyridin-1-ium-3-yl]ethanone CN1N=C(N=C1C1=[N+](C=CC=C1C(C)=O)[O-])CC(F)(F)F